1-((2-Chloro-6-((4-(((1,1,1,3,3,3-hexafluoropropan-2-yl)oxy)carbonyl)piperazin-1-yl)methyl)-3-methylphenoxy)methyl)cyclopropane-1-carboxylic acid ClC1=C(OCC2(CC2)C(=O)O)C(=CC=C1C)CN1CCN(CC1)C(=O)OC(C(F)(F)F)C(F)(F)F